C(CCCCCCCCCCCCCCC)C(CCCCCCCCCCCCCCC)O cetyl-(1-hexadecanol)